C(C)OC(C)N1N=CC(=C1)C=1C=C(C(=O)NC=2N(C=C(N2)CCCCCCN2CCCCC2)C2=CC=CC=C2)C=CC1 3-(1-(1-ethoxyethyl)-1H-pyrazol-4-yl)-N-(1-phenyl-4-(6-(piperidin-1-yl)hexyl)-1H-imidazol-2-yl)benzamide